N1=CC=C(C=C1)C1=NC=CC(=N1)CO (2-(pyridin-4-yl)pyrimidin-4-yl)methanol